C(N)(=O)[C@@H]1C[C@@]2(CN1C(=O)OCCCC)C(NC1=C(O2)C=C(C=C1C#N)F)=O r-butyl (2R,5'S)-5'-carbamoyl-5-cyano-7-fluoro-3-oxo-3,4-dihydrospiro[benzo[b][1,4]oxazine-2,3'-pyrrolidine]-1'-carboxylate